2-(4-{2-[(R)-2-(difluoromethyl)-1-azetidinyl]-5-cyclopropyl-6-(trifluoromethyl)-4-pyrimidinyl}-1-pyrazolyl)-1-(1-piperazinyl)-1-ethanone FC([C@@H]1N(CC1)C1=NC(=C(C(=N1)C=1C=NN(C1)CC(=O)N1CCNCC1)C1CC1)C(F)(F)F)F